CC1(CCC(CC1)C=1N=C2N(C(C1)=O)C=C(C=C2C(C)NC2=C(C(=O)OC(C)(C)C)C=CC=C2)C)C tert-butyl 2-((1-(2-(4,4-dimethylcyclohexyl)-7-methyl-4-oxo-4H-pyrido[1,2-a]pyrimidin-9-yl)ethyl)amino)benzoate